N1=CC=C2N1C1=C(C=N2)C(CC1)C#N 7,8-dihydro-6H-cyclopenta[e]pyrazolo[1,5-a]pyrimidine-6-carbonitrile